(6Ar,10aR)-3-(1-heptylcyclohexyl)-6,6,9-trimethyl-6a,7,10,10a-tetrahydrobenzo[c]chromen-1-ol C(CCCCCC)C1(CCCCC1)C=1C=C(C=2[C@H]3[C@H](C(OC2C1)(C)C)CC=C(C3)C)O